decanoyl-valerolactam C(CCCCCCCCC)(=O)C1C(=O)NCCC1